C(C)(C)(C)OC(=O)N1CC2=CC=C(C=C2CC1)O.ClC1=NC=C(C=N1)C#C[Si](C)(C)C 2-chloro-5-((trimethylsilyl)ethynyl)pyrimidine tert-butyl-6-hydroxy-3,4-dihydroisoquinoline-2(1H)-carboxylate